tert-butyl-3-[tert-butyl(dimethyl)silyl]oxy-5-[6-chloro-5-[[4-methyl-6-(methylamino)-pyrimidin-2-yl]amino]-2,3-dihydrobenzofuran-7-yl]-2,3,4,7-tetrahydroazepine C(C)(C)(C)C1NCC=C(CC1O[Si](C)(C)C(C)(C)C)C1=C(C(=CC=2CCOC21)NC2=NC(=CC(=N2)C)NC)Cl